OC1=C(C=CC2=C(C=CC(=C2)O)O)C=CC(=C1)O 2',2,4',5-tetrahydroxystilbene